tert-Butyl (2R,4R)-4-(4-[3-cyano-4-methoxypyrazolo[1,5-a]pyridin-6-yl]-5-methylpyrazol-1-yl)-2-methylpyrrolidine-1-carboxylate C(#N)C=1C=NN2C1C(=CC(=C2)C=2C=NN(C2C)[C@@H]2C[C@H](N(C2)C(=O)OC(C)(C)C)C)OC